ClC1=CC=C(C(=N1)C(=O)O)N[C@H](C)C1=C2N=C(C(=NC2=CC(=C1)C)C#N)C=1N=CN(C1)C (R)-6-chloro-3-((1-(2-cyano-7-methyl-3-(1-methyl-1H-imidazol-4-yl)quinoxalin-5-yl)ethyl)amino)picolinic acid